(S)-4-(5-chloro-2-((1-isopropyl-1H-pyrazol-4-yl)amino)pyrimidin-4-yl)-N-(1-cyanoethyl)benzamide Ethyl-p-coumarate C(C)OC(\C=C\C1=CC=C(C=C1)O)=O.ClC=1C(=NC(=NC1)NC=1C=NN(C1)C(C)C)C1=CC=C(C(=O)N[C@@H](C)C#N)C=C1